1,5-Dimethylquinol CC1(O)CC=C(O)C(=C1)C